enanthate calcium [Ca+2].C(CCCCCC)(=O)[O-].C(CCCCCC)(=O)[O-]